5-tert-butyl-N-[[4-[2-[4-[4-[4-[(2,6-dioxo-3-piperidyl)amino]phenyl]-1-piperidyl]butyl]pyrazolo[3,4-b]pyridin-4-yl]-2-methyl-phenyl]methyl]-1,2,4-oxadiazole-3-carboxamide C(C)(C)(C)C1=NC(=NO1)C(=O)NCC1=C(C=C(C=C1)C=1C=2C(N=CC1)=NN(C2)CCCCN2CCC(CC2)C2=CC=C(C=C2)NC2C(NC(CC2)=O)=O)C